COC(=O)C1=NC2=CC=CC=C2C(=C1OCC1=CC=CC=C1)Cl (benzyloxy)-4-chloroquinoline-2-carboxylic acid methyl ester